CC=1OC=NN1 methyl-1,3,4-oxadiazol